{1-[2,5-difluoro-4-(3-fluoro-oxetan-3-ylmethoxy)-phenyl]-1H-[1,2,3]Triazol-4-yl}-methanol FC1=C(C=C(C(=C1)OCC1(COC1)F)F)N1N=NC(=C1)CO